N1CNC(C2=CC=CC=C12)=O 2,3-dihydroquinazolin-4-one